C=1(C(=CC=CC1)C(=O)C1=C(C=CC=C1)[PH2]=O)C o-toluoyl-phenyl-phosphine oxide